2,7-bis(trimethylsilyl)fluorene C[Si](C1=CC=2CC3=CC(=CC=C3C2C=C1)[Si](C)(C)C)(C)C